FC(C=1N=C2N(CCOC3=C2C=CC=C3)C1)(F)F 2-(trifluoromethyl)-5,6-dihydrobenzo[f]imidazo[1,2-d][1,4]oxazepine